1-(tert-butyl) 2-ethyl 5-(bromomethyl)-6-fluoro-1H-indole-1,2-dicarboxylate BrCC=1C=C2C=C(N(C2=CC1F)C(=O)OC(C)(C)C)C(=O)OCC